OC=1C=C(C#N)C=CC1C1=C2C(=C(N=N1)NC1CN(CCC1)C)N=CC=C2 3-hydroxy-4-(8-((1-methylpiperidin-3-yl)amino)pyrido[2,3-d]pyridazin-5-yl)benzonitrile